C(C)OC(C1=C(C=C(C=C1F)N[C@@H]1CN(CC1)CCCF)F)OCC (S)-N-(4-(diethoxymethyl)-3,5-difluorophenyl)-1-(3-fluoropropyl)pyrrolidin-3-amine